(2R,4R)-tert-butyl 2-((4-(tert-butyl)phenyl)(2-oxo-1-(pyridin-3-yl)-2-((tetrahydro-2H-pyran-4-yl)amino)ethyl)carbamoyl)-4-hydroxypyrrolidine-1-carboxylate C(C)(C)(C)C1=CC=C(C=C1)N(C(=O)[C@@H]1N(C[C@@H](C1)O)C(=O)OC(C)(C)C)C(C(NC1CCOCC1)=O)C=1C=NC=CC1